tert-butyl 3-(3-(3-bromo-2-fluorophenyl)-3-oxopropyl)azetidine-1-carboxylate BrC=1C(=C(C=CC1)C(CCC1CN(C1)C(=O)OC(C)(C)C)=O)F